ClC=1C(=NC(=NC1)NC=1C=NN(C1)C(C)C)C1=CC=C(C(=O)O)C=C1 4-(5-Chloro-2-((1-isopropyl-1H-pyrazol-4-yl)amino)pyrimidin-4-yl)benzoic Acid